FC1=CC=CC=2C(=N[C@@H](C(NC21)=O)NC(=O)C=2C=NN(C2C=2C(=NC(=CC2)NC(C)C)F)C2CCOCC2)C2=CC=CC=C2 N-[(3S)-9-fluoro-2-oxo-5-phenyl-1,3-dihydro-1,4-benzodiazepine-3-Yl]-5-[2-fluoro-6-(prop-2-ylamino)pyridin-3-yl]-1-(oxacyclohex-4-yl)pyrazole-4-carboxamide